2-((trans-4-((3-(1-Cyclopropyl-1H-pyrazol-4-yl)phenyl)((trans-4-(4-methoxy-3-methylphenyl)cyclohexyl) methyl)carbamoyl)cyclohexyl)amino)-2-oxoethyl methylcarbamate CNC(OCC(=O)N[C@@H]1CC[C@H](CC1)C(N(C[C@@H]1CC[C@H](CC1)C1=CC(=C(C=C1)OC)C)C1=CC(=CC=C1)C=1C=NN(C1)C1CC1)=O)=O